6-cyclopropaneamido-4-{[3-(2-cyclopropyl-2H-1,2,3-triazol-4-yl)-4-fluoro-2-methoxyphenyl]amino}-N-(2H3)methylpyridazine-3-carboxamide C1(CC1)C(=O)NC1=CC(=C(N=N1)C(=O)NC([2H])([2H])[2H])NC1=C(C(=C(C=C1)F)C1=NN(N=C1)C1CC1)OC